1,8-diazabicyclodecane N1(CCCCCCNCC1)C1CCCCCCCCC1